3-hydroxy-6-oxo-6H-benzo[c]chromen-8-carboxylic acid OC1=CC=C2C3=C(C(OC2=C1)=O)C=C(C=C3)C(=O)O